C(C)(C)OC=1N(N=C2C(=CC(=CC12)C(F)(F)F)C(=O)[O-])COC 3-isopropoxy-2-(methoxymethyl)-5-(trifluoromethyl)-indazole-7-carboxylate